3,8-Bis(hydroxymethyl)-tricyclo[5.2.1.02,6]decan OCC1C2C3CC(C(C2CC1)C3)CO